pyrido[3,2-b][1,4]oxazin-3(4H)-one O1C2=C(NC(C1)=O)N=CC=C2